4-(tert-butoxy)-2-(9-(tert-butoxycarbonyl)-9H-carbazol-2-yl)-4-Oxobutanoic acid C(C)(C)(C)OC(CC(C(=O)O)C1=CC=2N(C3=CC=CC=C3C2C=C1)C(=O)OC(C)(C)C)=O